(4-(3-(1-methyl-1H-indazol-6-yl)-1,4-dihydrothieno[2',3':4,5]cyclopenta[1,2-c]pyrazol-6-yl)phenyl)(morpholino)methanone CN1N=CC2=CC=C(C=C12)C=1C2=C(NN1)C1=C(C2)SC(=C1)C1=CC=C(C=C1)C(=O)N1CCOCC1